8-(dimethylamino)-3-(2-((2-hydroxyethyl)amino)pyrimidin-5-yl)-8-phenyl-1,3-diazaspiro[4.5]decan-2-one CN(C1(CCC2(CN(C(N2)=O)C=2C=NC(=NC2)NCCO)CC1)C1=CC=CC=C1)C